FC1=C(C=C2C=CC=NC2=C1)C(C)N1C=NC=2C1=NC(=CN2)C=2SC=CC2 7-fluoro-6-(1-(6-(thiophen-2-yl)imidazo[4,5-b]pyrazin-1-yl)-ethyl)-quinoline